FC([C@H](C)C=1C=C(C=CC1)N1C(C2=CC=CC(=C2C1)C(F)(F)F)=O)(C1=NN=CN1C)F |r| Racemic-2-[3-[1,1-difluoro-1-(4-methyl-4H-1,2,4-triazol-3-yl)propan-2-yl]phenyl]-4-(trifluoromethyl)-2,3-dihydro-1H-isoindol-1-one